C(\C=C(/C)\CCC=C(C)C)C1=C(C(=O)O)C=C(C(=C1O)O)CCCCCC#C 2-geranyl-5-(6-heptynyl)-dihydroxybenzoic acid